The molecule is a withanolide that is 2,3-dihydrowithaferin A substituted by a sulfoxy group at position 3. Isolated from Physalis longifolia, it exhibits antineoplastic activity. It has a role as a metabolite, an antineoplastic agent and a plant metabolite. It is a steroid sulfate, a delta-lactone, a 27-hydroxy steroid, a 4-hydroxy steroid, an ergostanoid, a primary alcohol, a withanolide and an epoxy steroid. It derives from a withaferin A. CC1=C(C(=O)O[C@H](C1)[C@@H](C)[C@H]2CC[C@@H]3[C@@]2(CC[C@H]4[C@H]3C[C@@H]5[C@]6([C@@]4(C(=O)C[C@@H]([C@@H]6O)OS(=O)(=O)O)C)O5)C)CO